C(C)(C)(C)C=1C=C(C=C(C1O)C(C)(C)C)C(C(=O)O)(C)C1=CC(=C(C(=C1)C(C)(C)C)O)C(C)(C)C bis(3,5'-di-tert-butyl-4-hydroxyphenyl)propanoic acid